N-[4-(2,4-difluorophenoxy)-3-(2,5-dimethyl-4-oxo-[1,3]oxazolo[4,5-c]pyridin-7-yl)phenyl]ethanesulfonamide FC1=C(OC2=C(C=C(C=C2)NS(=O)(=O)CC)C=2C3=C(C(N(C2)C)=O)N=C(O3)C)C=CC(=C1)F